FC1=CC=C(C=C1)N1C(CC1)=O 1-(4-fluorophenyl)-2-azetidinone